Propylene isocyanate C(C(C)N=C=O)N=C=O